IRON (II) CITRATE MONOHYDRATE O.C(CC(O)(C(=O)[O-])CC(=O)[O-])(=O)[O-].[Fe+2].C(CC(O)(C(=O)[O-])CC(=O)[O-])(=O)[O-].[Fe+2].[Fe+2]